FC=1C=C(C(=NC1)C)N1N=C(C(=C1C)[N+](=O)[O-])OCCCO 3-((1-(5-fluoro-2-methylpyridin-3-yl)-5-methyl-4-nitro-1H-pyrazol-3-yl)oxy)propan-1-ol